(piperidin-4-yl)methanone hydrochloride Cl.N1CCC(CC1)C=O